C(#N)C=1C=C(C=C(C1)OC)C1=CC=C(C=C1)CN1C=CC2=C(C=CC(=C12)C(=O)NC1CC2(CC(C2)C(=O)O)C1)F 6-(1-((3'-cyano-5'-methoxy-[1,1'-biphenyl]-4-yl)methyl)-4-fluoro-1H-indole-7-carboxamido)spiro[3.3]heptane-2-carboxylic acid